C(C)N(CCN1N=CC(=C1)NC=1N=C(C2=C(N1)NC=C2)N[C@H]2CN(CCC2)C(C=C)=O)CC (R)-1-(3-(2-(1-(2-(diethylamino)ethyl)-1H-pyrazol-4-ylamino)-7H-pyrrolo[2,3-d]pyrimidin-4-ylamino)piperidin-1-yl)prop-2-en-1-one